Cl.NC/C(/CN1N=CN(C1=O)C1=CC(=CC=C1)C1=CC(=NC=C1)OC)=C\F 2-[(2E)-2-(aminomethyl)-3-fluoroprop-2-en-1-yl]-4-[3-(2-methoxypyridin-4-yl)phenyl]-2,4-dihydro-3H-1,2,4-triazol-3-one hydrochloride